4'-((S)-4-propenoyl-3-(cyanomethyl)piperazin-1-yl)-3-methyl-2'-(((S)-1-methylpyrrolidin-2-yl)methoxy)-5',8'-dihydro-6'H-spiro[indene-1,7'-quinazoline]-4-carbonitrile C(C=C)(=O)N1[C@H](CN(CC1)C1=NC(=NC=2CC3(CCC12)C=C(C=1C(=CC=CC13)C#N)C)OC[C@H]1N(CCC1)C)CC#N